N4-cyclopentyl-N2-(2-methoxy-4-((4-morpholino-piperidin-1-yl)sulfonyl)phenyl)-5-(trifluoromethyl)-7H-pyrrolo[2,3-d]pyrimidine-2,4-diamine C1(CCCC1)NC=1C2=C(N=C(N1)NC1=C(C=C(C=C1)S(=O)(=O)N1CCC(CC1)N1CCOCC1)OC)NC=C2C(F)(F)F